N-(3-(3-cyanopyridin-2-yl)-4-methylphenyl)-6-azabicyclo[3.1.1]heptane-6-carboxamide C(#N)C=1C(=NC=CC1)C=1C=C(C=CC1C)NC(=O)N1C2CCCC1C2